1-octadecanoyl-2-hexacosanoyl-sn-glycero-3-phosphocholine C(CCCCCCCCCCCCCCCCC)(=O)OC[C@@H](OC(CCCCCCCCCCCCCCCCCCCCCCCCC)=O)COP(=O)([O-])OCC[N+](C)(C)C